[4-(diphenylphosphino)butyl]diphenylphosphine C1(=CC=CC=C1)P(CCCCP(C1=CC=CC=C1)C1=CC=CC=C1)C1=CC=CC=C1